{6-[(1R)-1-amino-3,3-difluoro-8-azaspiro[4.5]decan-8-yl]-3-(3,4-dichloro-2-methyl-2H-indazol-5-yl)-1H-pyrazolo[3,4-b]pyrazin-5-yl}methanol N[C@@H]1CC(CC12CCN(CC2)C2=C(N=C1C(=N2)NN=C1C1=C(C2=C(N(N=C2C=C1)C)Cl)Cl)CO)(F)F